(Z)-N'-hydroxy-1,4-dimethylphthalazine-6-carboxamidine O\N=C(/N)\C=1C=C2C(=NN=C(C2=CC1)C)C